pentaerythritol tetra(bis-tert-butylhydroxy hydrocinnamate) C(C)(C)(C)C(C(C(=O)OCC(COC(C(C(C1=CC=CC=C1)C(C)(C)C)(O)C(C)(C)C)=O)(COC(C(C(C1=CC=CC=C1)C(C)(C)C)(O)C(C)(C)C)=O)COC(C(C(C1=CC=CC=C1)C(C)(C)C)(O)C(C)(C)C)=O)(O)C(C)(C)C)C1=CC=CC=C1